(3R)-quinuclidin N12CCC(CC1)CC2